CC(C)/C=C/C1=C(C=C2C(=C1O)C(=O)C(=C(O2)C3=C(C=C(C=C3)O)O)CC=C(C)C)OC The molecule is a trihydroxyflavone that is flavone substituted by hydroxy groups at positions 5, 2', and 4', a methoxy group at position 7, a prenyl group at position 3 and a (1E)-3-methylbut-1-enyl group at position 6. Isolated from Artocarpus heterophyllus and Artocarpus integrifolia, it exhibits antineoplastic activity. It has a role as a metabolite and an antineoplastic agent. It is a monomethoxyflavone and a trihydroxyflavone.